(S)-N-(1-cyclopropylethyl)-5-(4-fluoro-1-isopropyl-2-methyl-1H-benzo[d]imidazol-6-yl)pyrrolo[2,1-f][1,2,4]triazin-2-amine C1(CC1)[C@H](C)NC1=NN2C(C=N1)=C(C=C2)C=2C=C(C1=C(N(C(=N1)C)C(C)C)C2)F